C(CCC)OC(CCCCCCCCCCCCCCCCC(=O)[O-])(OCCCC)OCCCC.[Ti+4].C(CCC)OC(CCCCCCCCCCCCCCCCC(=O)[O-])(OCCCC)OCCCC.C(CCC)OC(CCCCCCCCCCCCCCCCC(=O)[O-])(OCCCC)OCCCC.C(CCC)OC(CCCCCCCCCCCCCCCCC(=O)[O-])(OCCCC)OCCCC titanium tributoxystearate